CSCCCCCCC[C@@H](C(=O)O)N The molecule is an L-polyhomomethionine in which there are seven methylene groups between the alpha-carbon and sulfur atoms. It is a L-polyhomomethionine and a pentahomomethionine. It is a tautomer of a L-pentahomomethionine zwitterion.